ClC1=CC=C(CN2N=NC3=C2N=C(N=C3NCCOCCNCC=3C=CC=2N(C4=CC(=CC=C4C2C3)C=3SC=C(C3)C)CC)SCCC)C=C1 3-(4-chlorobenzyl)-N-(2-(2-(((9-ethyl-7-(4-methylthiophen-2-yl)-9H-carbazol-3-yl)methyl)amino)ethoxy)ethyl)-5-(propylthio)-3H-[1,2,3]triazolo[4,5-d]pyrimidin-7-amine